C(CCCCCCC(C)C)OC(CCS)=O isodecyl-3-mercaptopropionate